2-vinylnaphthalene-acrylate C(=C)C1=C(C2=CC=CC=C2C=C1)C=CC(=O)[O-]